O=C1N(CCC(N1)=O)N1C(C2=CC=C(C=C2C1=O)CN1CCC(=CC1)C=1C2=C(N=CN1)SC=C2)=O 2-(2,4-dioxotetrahydropyrimidin-1(2H)-yl)-5-((4-(thieno[2,3-d]pyrimidin-4-yl)-3,6-dihydropyridin-1(2H)-yl)methyl)isoindoline-1,3-dione